ClC1=C(C(=C(C=C1)C1=C(C(=NN1)C1=CC=C(C(=O)O)C=C1)CC(=O)NO)F)O 4-[5-(4-chloro-2-fluoro-3-hydroxy-phenyl)-4-[2-(hydroxyamino)-2-oxo-ethyl]-1H-pyrazol-3-yl]Benzoic acid